C(C)(C)(C)OC(N(C)C=1C=NC=C(C1C)Br)=O (5-bromo-4-methylpyridin-3-yl)(methyl)carbamic acid tert-butyl ester